N-tert-butyl-N2-(1-oxo-3-phenylpropyl)-L-Asparagine C(C)(C)(C)N([C@@H](CC(N)=O)C(=O)O)C(CCC1=CC=CC=C1)=O